N6-[(2R)-2-amino-2-phenyl-ethyl]-N4-(cyclobutylmethyl)-1-methyl-pyrazolo[3,4-d]pyrimidine-4,6-diamine N[C@@H](CNC1=NC(=C2C(=N1)N(N=C2)C)NCC2CCC2)C2=CC=CC=C2